2-amino-N-[4-[3-(4-pyridinyl)phenyl]thiazol-2-yl]acetamide NCC(=O)NC=1SC=C(N1)C1=CC(=CC=C1)C1=CC=NC=C1